(Z)-1-(1-((1s,4s)-4-isopropylcyclohexyl)piperidin-4-yl)-3-(methoxy-imino)indolin-2-one C(C)(C)C1CCC(CC1)N1CCC(CC1)N1C(\C(\C2=CC=CC=C12)=N/OC)=O